CN1N=C(C2=NC(=CC=C21)N2C(COCC2)C)C2=NNC=C2 1-methyl-5-(3-methylmorpholino)-3-(1H-pyrazol-3-yl)-1H-pyrazolo[4,3-b]pyridin